5-Benzylthiophene C(C1=CC=CC=C1)C1=CC=CS1